(5R,6S)-6-[3-methoxy-5-(trifluoromethyl)phenyl]-5-methyl-N-(1,6-naphthyridin-8-ylmethyl)-2-oxo-1,3-oxazinane-3-carboxamide COC=1C=C(C=C(C1)C(F)(F)F)[C@@H]1[C@@H](CN(C(O1)=O)C(=O)NCC=1C=NC=C2C=CC=NC12)C